CC1=CC=C(C=C1)S(=O)(=O)OC1(CCC1)OCC1=CC=CC=C1 (Benzyloxy)cyclobutyl 4-methylbenzenesulfonate